γ-L-glutaminyl-4-hydroxybenzene C1=CC(=CC=C1NC(=O)CCC(C(=O)O)N)O